2-amino-4-(methylsulfanyl)-N-(2-naphthyl)butanamide NC(C(=O)NC1=CC2=CC=CC=C2C=C1)CCSC